N=1C(C=CC=CC1)=O 2h-azepin-2-one